C(#N)[C@@H](CC(=O)O)CCC (R)-3-cyanohexanoic acid